C(C=C)(=O)N1C[C@H]2CN3CCOC=4N=C5C(=C(C(=CC5=C(C34)N2C[C@H]1C)Cl)C1=C(C=C(C2=C1N=C(S2)N)F)F)F (2R,4aR,11S)-3-acryloyl-11-(2-amino-5,7-difluorobenzo[d]thiazol-4-yl)-12-chloro-10-fluoro-2-Methyl-2,3,4,4a,6,7-hexahydro-8-oxa-3,5a,9,13c-tetraazanaphtho[3,2,1-de]anthracene